ClC1=C(C=CC(=C1)Cl)\C=C(/C(C(C)(C)C)F)\N1N=CN=C1 (E)-1-(1-(2,4-dichlorophenyl)-3-fluoro-4,4-dimethylpent-1-en-2-yl)-1H-1,2,4-triazole